O=C1C[C@@H](CN1)C1=CC=C(C=C1)I=C1C(OC2(OC1=O)C1CC3CC(CC2C3)C1)=O (1r,3r,5r,7r)-5'-((4-(5-Oxopyrrolidin-3-yl)phenyl)-λ3-iodanylidene)spiro[adamantane-2,2'-[1,3]dioxane]-4',6'-dione